N-methyl-4-((4-((2'-methyl-3'-oxospiro[cyclopropane-1,1'-isoindolin]-4'-yl)oxy)-5-(trifluoromethyl)pyrimidin-2-yl)amino)benzamide CNC(C1=CC=C(C=C1)NC1=NC=C(C(=N1)OC1=C2C(N(C3(C2=CC=C1)CC3)C)=O)C(F)(F)F)=O